C(=O)[C@H]1[C@@](CC1)(C(=O)OC)C (1R,2R)-METHYL 2-FORMYL-1-METHYLCYCLOBUTANECARBOXYLATE